(5Z)-5-[[1-(4-pyridinyl)pyrazol-3-yl]methylene]thiazolidine-2,4-dione N1=CC=C(C=C1)N1N=C(C=C1)\C=C/1\C(NC(S1)=O)=O